N-[[3-[3-Fluoro-4-[(2-isopropylimidazol-1-yl)methyl]phenyl]-5-isobutyl-2-thienyl]-sulfonyl]benzamide FC=1C=C(C=CC1CN1C(=NC=C1)C(C)C)C1=C(SC(=C1)CC(C)C)S(=O)(=O)NC(C1=CC=CC=C1)=O